C(C1=CC=CC=C1)ON1C(=CC(C=C1)=C=O)C(=O)NC1(CCC1)C=C (benzyloxy)-4-carbonyl-N-(1-vinylcyclobutyl)-1,4-dihydropyridine-2-carboxamide